F[C@H]1[C@@H](C1)C(=O)N1C2CN(CC1CC2)C(=O)OC(C)(C)C tert-butyl 8-((1S,2R)-2-fluorocyclopropane-1-carbonyl)-3,8-diazabicyclo[3.2.1]octane-3-carboxylate